N-[(2S)-2-(Hydroxymethyl)-6-[4-(1-hydroxy-1-methyl-ethyl)-1-piperidyl]-2-methyl-3H-benzofuran-5-yl]pyrazolo[1,5-a]pyrimidine-3-carboxamide OC[C@]1(OC2=C(C1)C=C(C(=C2)N2CCC(CC2)C(C)(C)O)NC(=O)C=2C=NN1C2N=CC=C1)C